ClC=1C(=C2C(=CC=CC2=CC1)OC=1SC=2N=C(N=C(C2N1)N1CC2CCC(C1)N2)OC[C@]21CCCN1C[C@@H](C2)F)C#C 6-chloro-4-{[7-(3,8-diazabicyclo[3.2.1]octan-3-yl)-5-{[(2R,7aS)-2-fluorotetrahydro-1H-pyrrolizin-7a(5H)-yl]methoxy}[1,3]thiazolo[5,4-d]pyrimidin-2-yl]oxy}-5-ethynylnaphthalen